NC1=NC=CC=C1C1=NC=2C(=NC(=CC2)N2N=CC=C2)N1C=1C=C2CC[C@@H](C2=CC1)N1CC2=CC(=C(C=C2C1=O)C=O)O (S)-2-(5-(2-(2-aminopyridin-3-yl)-5-(1H-pyrazol-1-yl)-3H-imidazo[4,5-b]pyridin-3-yl)-2,3-dihydro-1H-inden-1-yl)-6-hydroxy-3-oxoisoindoline-5-carbaldehyde